NCC1(COC1)N(CC1=CC=CC=C1)CC1=CC=CC=C1 3-aminomethyl-3-(bis(phenylmethyl)amino)oxetane